2,4,6-trimethylphenyl-benzoyl-diphenyl-phosphine oxide CC1=C(C(=CC(=C1)C)C)C1=C(C=CC=C1)P(C1=CC=CC=C1)(C(C1=CC=CC=C1)=O)=O